N-[[4-[4-(trifluoromethoxy)phenyl]quinazolin-2-yl]methyl]prop-2-enamide FC(OC1=CC=C(C=C1)C1=NC(=NC2=CC=CC=C12)CNC(C=C)=O)(F)F